methyl 1-(2,2-difluorocyclopropyl)-1H-pyrrole-3-carboxylate FC1(C(C1)N1C=C(C=C1)C(=O)OC)F